N=1C=NN2C1C=CC(=C2)C2=CNC=1N=C(N=CC12)NC1CCC(CC1)NC(C)=O N-((1r,4r)-4-((5-([1,2,4]triazolo[1,5-a]pyridin-6-yl)-7H-pyrrolo[2,3-d]pyrimidin-2-yl)amino)cyclohexyl)acetamide